1-(cyclohexanecarbonyl)-7-(2-(4-(6-fluorobenzothiophen-4-yl)piperazin-1-yl)ethyl)-3,4-dihydroquinolin-2(1H)-one C1(CCCCC1)C(=O)N1C(CCC2=CC=C(C=C12)CCN1CCN(CC1)C1=CC(=CC2=C1C=CS2)F)=O